NC1=C(C(N(C(=N1)N1CC2C(C2C1)N)C)=O)SC1=C(C(=CC=C1)Cl)Cl 6-amino-2-(6-amino-3-azabicyclo[3.1.0]hexan-3-yl)-5-((2,3-dichlorophenyl)thio)-3-methylpyrimidin-4(3H)-one